FC1=C(C(=CC=C1)C)C1CCNCC1 4-(2-fluoro-6-methylphenyl)piperidine